FC1=C(NC=2N(C(C(=C3NC(NC(C32)=O)=O)C)=O)C)C=CC(=C1)I 5-(2-fluoro-4-iodo-anilino)-6,8-dimethyl-pyrido[4,3-d]Pyrimidine-2,4,7-trione